tert-Butyl (6-chloro-5-(2,2-dimethoxyethyl)pyrimidin-4-yl)carbamate ClC1=C(C(=NC=N1)NC(OC(C)(C)C)=O)CC(OC)OC